C[C@@]12[C@H](CC[C@H]1[C@@H]1CC=C3C[C@H](CC[C@]3(C)[C@H]1CC2)O)O 5-androsten-3β,17β-diol